BrC1=CC=2N(C=C1)C(=CN2)S(=O)(=O)NC=2C(=NC(=C(C2)F)OCC(F)F)OC 7-bromo-N-[6-(2,2-difluoroethoxy)-5-fluoro-2-methoxy-3-pyridinyl]imidazo[1,2-a]pyridine-3-sulfonamide